((1R,5S,6r)-6-[5,5-dimethyl-4-(3-methylphenyl)-4,5-dihydro-1,2,4-oxadiazol-3-yl]-3-azabicyclo[3.1.0]hex-3-yl)(5-isopropyl-1H-pyrazol-3-yl)methanone CC1(N(C(=NO1)C1[C@H]2CN(C[C@@H]12)C(=O)C1=NNC(=C1)C(C)C)C1=CC(=CC=C1)C)C